C1(CC1)C1=NC=CC(=C1)NC(=O)C1=C(C(=NN1C)B(O)O)C(F)(F)F (5-((2-cyclopropylpyridin-4-yl)carbamoyl)-1-methyl-4-(trifluoromethyl)-1H-pyrazol-3-yl)boronic acid